2-nitrocinnamic acid [N+](=O)([O-])C1=C(C=CC(=O)O)C=CC=C1